COC(C1=C(C(=C(C(=C1)C(F)F)Br)F)N)=O C2-amino-4-bromo-5-(difluoromethyl)-3-fluorobenzoic acid methyl ester